ClC1=C(C=2C3=C4C(=C(C(=C3NC2C(=C1[2H])[2H])[2H])[2H])C1=C(O4)C(=C(C(=C1[2H])[2H])[2H])[2H])[2H] 2-Chloro-5H-benzofuro[3,2-c]carbazole-1,3,4,6,7,8,9,10,11-d9